C1CC1CCC(C2=CC(=C(C=C2)F)NC(=O)C3=CC(=NN3C4=CC=CC(=C4)CN)C(F)(F)F)(C5=CC=CC=N5)O (+)-1-(3-(aminomethyl)phenyl)-N-(5-(3-cyclopropyl-1-hydroxy-1-(pyridin-2-yl)propyl)-2-fluorophenyl)-3-(trifluoromethyl)-1H-pyrazole-5-carboxamide